CN1CC(OC(C1)=O)=O 4-methyl-2,6-morpholine-dione